C(#N)C=1C(=CN(C1)C(C(C(=O)N)(C)O)C1=C(C=CC=C1)C(F)(F)F)C1=CC=CC=C1 4-Cyano-3-(trifluoromethylphenyl)-2-hydroxy-2-methyl-3-(3-phenyl-1H-pyrrol-1-yl)propanamide